ClC1=C(C(=C(C=C1OC)OC)Cl)C1=NC(=C2C=C(N=CC2=C1)N[C@H]1[C@H](COC1)NC(C=C)=O)NCC=1C=NN(C1)CCOC N-((3R,4S)-4-((7-(2,6-dichloro-3,5-dimethoxyphenyl)-5-(((1-(2-methoxyethyl)-1H-pyrazol-4-yl)methyl)amino)-2,6-naphthyridin-3-yl)amino)tetrahydrofuran-3-yl)acrylamide